5-chloro-3-(morpholinomethyl)-7-nitroquinolin-8-ol ClC1=C2C=C(C=NC2=C(C(=C1)[N+](=O)[O-])O)CN1CCOCC1